FC(C1(CC1)C#C)F 1-(difluoromethyl)-1-ethynyl-cyclopropane